C1(=CC=CC=C1)[S+](=O)(C1=CC=C(C=C1)OC)C1=CC=CC=C1 diphenyl-(p-methoxyphenyl)sulfoxonium